COC1(CCN(CC1)N1C(C(=CC2=NC(=CC=C12)C=C)C#N)=O)C (4-methoxy-4-methylpiperidin-1-yl)-2-oxo-6-vinyl-1,2-dihydro-1,5-naphthyridine-3-carbonitrile